C1(CCC1)OCC1=C(C=CC=C1)B(O)O [2-(CYCLOBUTOXYMETHYL)PHENYL]BORANEDIOL